C(C)(C)(C)OC(=O)N1[C@@H](CN(CC1)C=1C2=C(N=CN1)N(C=C2C2=NC=CC=C2)S(=O)(=O)CC2=CC=CC=C2)C (R)-2-methyl-4-(5-(pyridin-2-yl)-7-toluenesulfonyl-7H-pyrrolo[2,3-d]pyrimidin-4-yl)piperazine-1-carboxylic acid tert-butyl ester